(R)-3-(3-(((tert-Butyldiphenylsilyl)oxy)methyl)-4-methylphenyl)-3-(8-methyl-3-(trifluoromethyl)-[1,2,4]triazolo[4,3-a]pyridin-7-yl)propanoic acid [Si](C1=CC=CC=C1)(C1=CC=CC=C1)(C(C)(C)C)OCC=1C=C(C=CC1C)[C@@H](CC(=O)O)C1=C(C=2N(C=C1)C(=NN2)C(F)(F)F)C